sodium sulfur salt [S].[Na]